C1CC=CC2=CC=CC=C12 1,2-Dihydronaphthalene